NC=1C(=C(C(=CC1C(=O)OC)Cl)C1=C(C=C(C=C1F)F)F)I methyl 3-amino-6-chloro-2',4',6'-trifluoro-2-iodo-[1,1'-biphenyl]-4-carboxylate